4-chloro-3-fluoro-5-methylphenol ClC1=C(C=C(C=C1C)O)F